N-phenylfuran-2-carboxamide hydrochloride Cl.C1(=CC=CC=C1)NC(=O)C=1OC=CC1